((1r,4r)-4-(6-methoxy-5-(pyrazolo[1,5-a]pyrimidin-3-ylcarbamoyl)-2H-indazol-2-yl)cyclohexyl)(methyl)carbamic acid tert-butyl ester C(C)(C)(C)OC(N(C)C1CCC(CC1)N1N=C2C=C(C(=CC2=C1)C(NC=1C=NN2C1N=CC=C2)=O)OC)=O